ethyl 3-((1r,4r)-4-(4-bromo-3-(trifluoromethyl)phenoxy)cyclohexyl)propanoate BrC1=C(C=C(OC2CCC(CC2)CCC(=O)OCC)C=C1)C(F)(F)F